N-(3-(2-((4-(piperazin-1-yl)phenyl)amino)pyrrolo[2,1-f][1,2,4]triazin-7-yl)phenyl)methanesulfonamide hydroxy-2-naphthoate OC1=C(C=CC2=CC=CC=C12)C(=O)O.N1(CCNCC1)C1=CC=C(C=C1)NC1=NN2C(C=N1)=CC=C2C=2C=C(C=CC2)NS(=O)(=O)C